2-(2,4-Dichloro-phenyl)-1-[4-(4-hydroxy-but-1-ynyl)-phenyl]-5-methyl-1H-imidazole-4-carboxylic acid piperidin-1-ylamide N1(CCCCC1)NC(=O)C=1N=C(N(C1C)C1=CC=C(C=C1)C#CCCO)C1=C(C=C(C=C1)Cl)Cl